COCOC1=C(C=CC=C1)C1=CC2=C(N=N1)NC(=C2)C2CN(CC2C=2C=NC=CC2)C(=O)OC(C)(C)C tert-butyl 3-(3-(2-(methoxymethoxy)phenyl)-7H-pyrrolo[2,3-c]pyridazin-6-yl)-4-(pyridin-3-yl)pyrrolidine-1-carboxylate